C1(CCC1)C1=CC=2C(N=C1)=NN(C2)C=2C=C(C=CC2F)NC(=O)N2CC(C2)F N-(3-{5-cyclobutyl-2H-pyrazolo[3,4-b]pyridin-2-yl}-4-fluorophenyl)-3-fluoroazetidine-1-carboxamide